NCC(CN)O 1,3-diamino-2-propanol